C(CCC)C1(C=CC=C1)[Y](C1(C=CC=C1)CCCC)C1(C=CC=C1)CCCC Tri(butylcyclopentadienyl)yttrium